(R)-3-hydroxy-1-methyl-3-(3-(4-(1-(phenylsulfonyl)-1H-pyrrolo[2,3-b]pyridin-3-yl)thiazol-2-yl)phenyl)pyrrolidin-2-one O[C@@]1(C(N(CC1)C)=O)C1=CC(=CC=C1)C=1SC=C(N1)C1=CN(C2=NC=CC=C21)S(=O)(=O)C2=CC=CC=C2